4-(ethylsulfonyl)benzaldehyde C(C)S(=O)(=O)C1=CC=C(C=O)C=C1